C(C)C1=C(C=CC(=N1)N1C(N(C2(C1)CCN(CC2)C(C(C)(C)O)=O)CC2=CC(=CC(=C2)OC)F)=O)C=2C=NNC2 3-(6-ethyl-5-(1H-pyrazol-4-yl)pyridin-2-yl)-1-(3-fluoro-5-methoxybenzyl)-8-(2-hydroxy-2-methylpropanoyl)-1,3,8-triazaspiro[4.5]decan-2-one